NCCC=1NC=C[NH+]1 2-(2-aminoethyl)imidazolium